(S)-5-chloro-10-(2,4-dimethoxybenzyl)-4-fluoro-9-methyl-2-(methylthio)-9,10-dihydro-8H-7-oxa-1,3,6,10-tetraazacyclohepta[de]naphthalene ClC1=C(C=2N=C(N=C3C2C(=N1)OC[C@@H](N3CC3=C(C=C(C=C3)OC)OC)C)SC)F